7-{6-Methoxy-3-[1-(3-methylbutyl)-1H-pyrazol-4-yl]pyridin-2-yl}chinolin COC1=CC=C(C(=N1)C1=CC=C2C=CC=NC2=C1)C=1C=NN(C1)CCC(C)C